O-TBDPS-3-hydroxy-2-methylpropanoic acid [Si](C1=CC=CC=C1)(C1=CC=CC=C1)(C(C)(C)C)OC(C(CO)C)=O